FC=1C(=C(C=C2C=CC=NC12)NC1=NC=C2N(C(N(C2=N1)C1(CCOCC1)C#N)=O)C)C 4-(2-((8-fluoro-7-methylquinolin-6-yl)amino)-7-methyl-8-oxo-7,8-dihydro-9H-purin-9-yl)tetrahydro-2H-pyran-4-carbonitrile